4-(4-((2-(2,6-dioxopiperidin-3-yl)-1-oxoisoindoline-5-yl)methyl)piperazin-1-yl)-N-(4-methyl-3-((4-(pyridin-3-yl)pyrimidin-2-yl)amino)phenyl)benzamide O=C1NC(CCC1N1C(C2=CC=C(C=C2C1)CN1CCN(CC1)C1=CC=C(C(=O)NC2=CC(=C(C=C2)C)NC2=NC=CC(=N2)C=2C=NC=CC2)C=C1)=O)=O